4-Bromo-5-fluoro-2-methyl-benzaldehyde BrC1=CC(=C(C=O)C=C1F)C